ClC=1C=CC(=C(C1)O)C1=C2C(=C(N=N1)NCC(C)(C)OC([2H])([2H])[2H])C=NC=C2 5-chloro-2-(4-((2-(methoxy-d3)-2-methylpropyl)amino)pyrido[3,4-d]pyridazin-1-yl)phenol